O1[C@@H](COCC1)COC1=NC(N2C(C3=CC=C(C=C3CC2)CCC(C)OC)=C1)=O 2-((S)-1-[1,4]Dioxan-2-ylmethoxy)-9-(3-methoxy-butyl)-6,7-dihydro-pyrimido[6,1-a]isoquinolin-4-one